2,2-bis[4-(4-maleimidophenoxy)phenyl]-1,1,1,3,3,3-hexafluoropropane C1(C=CC(N1C1=CC=C(OC2=CC=C(C=C2)C(C(F)(F)F)(C(F)(F)F)C2=CC=C(C=C2)OC2=CC=C(C=C2)N2C(C=CC2=O)=O)C=C1)=O)=O